ethyl 5,6-dihydroxy-7-octenate OC(CCCC(=O)OCC)C(C=C)O